ClC1=C(C=C2C[C@@H](CN3C2=C1C=C3)N(C)C)F (S)-9-chloro-8-fluoro-N,N-dimethyl-5,6-dihydro-4H-pyrrolo[3,2,1-ij]quinolin-5-amine